C(C)N1C2=CC=CC=C2C=2C=C(C=CC12)CNC1=NC2=C(N1C(CCC)=O)C=CC=C2 1-(2-(((9-ethyl-9H-carbazol-3-yl)methyl)amino)-1H-benzo[d]imidazol-1-yl)butan-1-one